3-(5-(5-(isoindolin-2-yl)-1-methyl-1H-1,2,4-triazol-3-yl)-1-oxoisoindolin-2-yl)piperidine-2,6-dione C1N(CC2=CC=CC=C12)C1=NC(=NN1C)C=1C=C2CN(C(C2=CC1)=O)C1C(NC(CC1)=O)=O